6-AMINO-5-BROMONICOTINALDEHYDE NC1=NC=C(C=O)C=C1Br